ClC1=C2C(=CC=NC2=CC(=C1)[N+](=O)[O-])N1CCN(CC1)S(=O)(=O)C 5-chloro-4-(4-(methylsulfonyl)piperazine-1-yl)-7-nitroquinoline